F[C@H]1C[C@H](N2N=C(N=C21)S(=O)(=O)[C@H]2C(CC2)(F)F)C2=CC=CC=C2 (5S,7S)-7-fluoro-5-phenyl-2-[(1R)-2,2-difluorocyclobutyl]sulfonyl-6,7-dihydro-5H-pyrrolo[1,2-b][1,2,4]triazole